[Na+].C(CCCCCCCCCCCCCCCCC)C1=C(C=CC=C1)S(=O)(=O)[O-] octadecyl-benzenesulfonic acid sodium salt